1-{4-[4-(4-Chloro-phenyl)-thiazol-2-ylamino]-phenyl}-3-(1H-pyrazol-4-ylmethyl)-urea ClC1=CC=C(C=C1)C=1N=C(SC1)NC1=CC=C(C=C1)NC(=O)NCC=1C=NNC1